C(C1=CC=CC=C1)OCC(C(O)C1=C(C=CC=C1)Cl)O (±)-3-(benzyloxy)-1-(2-chlorophenyl)propane-1,2-diol